N,N-di-butylthiourea C(CCC)N(C(=S)N)CCCC